[Br-].CN1C=[N+](C=C1)C(C)C 1-methyl-3-isopropylimidazolium bromide salt